C(C)N(C1=CC=C(C=C1)C=1C=CC=C2C=NC(=NC12)NC1=CC(=CC=C1)N1CCN(CC1)C)CC 8-(4-(diethylamino)phenyl)-N-(3-(4-methylpiperazin-1-yl)phenyl)quinazolin-2-amine